O[C@@H]1CN(C[C@H]1O)C1=C(C=C2C(C(=CN(C2=N1)C1=C(C=C(C=C1F)F)F)C(=O)NC(C)C(C(F)(F)F)(F)F)=O)F 7-[(3R,4R)-3,4-dihydroxypyrrolidin-1-yl]-6-fluoro-4-oxo-N-[3,3,4,4,4-pentafluorobutan-2-yl]-1-(2,4,6-trifluorophenyl)-1,4-dihydro-1,8-naphthyridine-3-carboxamide